5-chloro-3-(3,4-dimethoxyphenyl)-1,2-dimethyl-1H-pyrrolo[2,3-c]pyridine ClC=1C=C2C(=CN1)N(C(=C2C2=CC(=C(C=C2)OC)OC)C)C